5-[[[1-(2-naphthylsulfonyl)-4-piperidinyl]carbonyl]amino]-benzo[b]thiophene-2-carboxylic acid methyl ester COC(=O)C1=CC2=C(S1)C=CC(=C2)NC(=O)C2CCN(CC2)S(=O)(=O)C2=CC1=CC=CC=C1C=C2